ethyl 6-chloro-7-methylimidazo[1,2-b]pyridazine-3-carboxylate ClC=1C(=CC=2N(N1)C(=CN2)C(=O)OCC)C